C(#N)C1=CC(=C(C=C1)S(=O)(=O)N1C[C@@H]([C@@](C1)(CO)O)S(=O)(=O)C1=CC(=C(C#N)C=C1)F)C 4-(((3S,4R)-1-((4-cyano-2-methyl-phenyl)sulfonyl)-4-hydroxy-4-(hydroxymethyl)pyrrolidin-3-yl)sulfonyl)-2-fluorobenzonitrile